ClC=1C=CC(=NC1)[C@@]1(OC2=C(O1)C=CC=C2C2CCN(CC2)CC2=NC1=C(N2CC2=CN=CS2)C=C(C=C1OC1CC1)C(=O)O)C (S)-2-((4-(2-(5-chloropyridin-2-yl)-2-methylbenzo[d][1,3]dioxol-4-yl)piperidin-1-yl)methyl)-4-cyclopropoxy-1-(thiazol-5-ylmethyl)-1H-benzo[d]imidazole-6-carboxylic acid